5'-(2-hydroxypropan-2-yl)-N-(1-methyl-3-(pyridin-2-yl)-1H-pyrazol-4-yl)-[2,3'-bipyridine]-6-carboxamide OC(C)(C)C=1C=C(C=NC1)C1=NC(=CC=C1)C(=O)NC=1C(=NN(C1)C)C1=NC=CC=C1